1-ethyl-cyclohexan-2,4-dione C(C)C1C(CC(CC1)=O)=O